N,N-diethyl-4-(2-phenylcyclobutyl)benzamide C(C)N(C(C1=CC=C(C=C1)C1C(CC1)C1=CC=CC=C1)=O)CC